[Cl-].CC[N+](C)(C)CCCN methyl-aminopropyl-trimethylammonium chloride